FC1=C(C=CC=C1F)C1=CC(=CC=C1)C[C@@H]1C=2C(N(C=NC2CC[C@@H]1NS(=O)(=O)CC)C(C)C)=O |r| rac-N-[(5R,6S)-5-[(2',3'-difluoro[1,1'-biphenyl]-3-yl)methyl]-4-oxo-3-(propan-2-yl)-3,4,5,6,7,8-hexahydroquinazolin-6-yl]ethanesulfonamide